FC1=C(C=CC=C1)C1=CC(=CN1S(=O)(=O)C=1C=NC=CC1)C=O 5-(2-fluorophenyl)-1-(pyridine-3-yl-sulfonyl)-1H-pyrrole-3-formaldehyde